C[C@H](/C=C/[C@H](C)C(C)C)[C@H]1CC=C2[C@@]1(CC[C@H]3C2=CC=C4[C@@]3(CC[C@@H](C4)O)C)C The molecule is a 3beta-sterol that is ergosterol having an additional double bond at position 14. It is a 3beta-sterol and a cholestanoid. It derives from a hydride of a 5alpha-ergostane.